C(C)O[Si](OCC)(OCC)COCC=C allyl (triethoxysilylmethyl) ether